C(C)OC1=NC=C(C(=O)NC2=CC(=CC=C2)[C@H](C)NC2=CN=C3C(=N2)N(N=C3)C)C=C1C (S)-6-ethoxy-5-methyl-N-(3-(1-((1-methyl-1H-pyrazolo[3,4-b]pyrazin-6-yl)amino)ethyl)phenyl)nicotinamide